OCC(C)(C)NC(=O)C=1C=2C[C@@H]3[C@H](C2N(N1)C1=NC=C(N=C1)C1CC1)C3 (1aR,5aR)-2-(5-Cyclopropyl-pyrazin-2-yl)-1a,2,5,5a-tetrahydro-1H-2,3-diaza-cyclopropa[a]pentalene-4-carboxylic acid (2-hydroxy-1,1-dimethyl-ethyl)-amide